5-((5-((2,3-dihydroxy-5-(phenoxycarbonyl) phenoxy) carbonyl)-2,3-dihydroxyphenoxy) carbonyl)-2,3-dihydroxyphenyl 3-(benzoyloxy)-4,5-dihydroxybenzoate C(C1=CC=CC=C1)(=O)OC=1C=C(C(=O)OC2=C(C(=CC(=C2)C(=O)OC2=C(C(=CC(=C2)C(=O)OC2=C(C(=CC(=C2)C(=O)OC2=CC=CC=C2)O)O)O)O)O)O)C=C(C1O)O